C(CC=C)N(C(=O)OC(C)(C)C)CC(C(=O)OC)CC=C methyl 2-{[but-3-en-1-yl(tert-butoxycarbonyl)amino]methyl}pent-4-enoate